2-((4-(6-((4-Chloro-2-fluorobenzyl)oxy)pyridin-2-yl)piperidin-1-yl)methyl)-4-(fluoromethoxy)-1-(fluoromethyl)-1H-benzo[d]imidazole-6-carboxylic acid ClC1=CC(=C(COC2=CC=CC(=N2)C2CCN(CC2)CC2=NC3=C(N2CF)C=C(C=C3OCF)C(=O)O)C=C1)F